FC1=CC(=CC=2N(C(=NC21)C)C(C)C)C2=CNC=1N=C(N=CC12)NCC1(CC1)C 5-(4-fluoro-1-isopropyl-2-methyl-1H-benzo[d]imidazol-6-yl)-N-((1-methylcyclopropyl)methyl)-7H-pyrrolo[2,3-d]pyrimidin-2-amine